5-bromo-N2-(7-(4-(dimethylamino)piperidin-1-yl)-2,3-dihydro-1H-inden-4-yl)-N4-(1-(methylsulfonyl)indolin-7-yl)pyrimidine-2,4-diamine BrC=1C(=NC(=NC1)NC1=C2CCCC2=C(C=C1)N1CCC(CC1)N(C)C)NC=1C=CC=C2CCN(C12)S(=O)(=O)C